FC1=C(C(=CC2=C1C[C@@H](CO2)NC(OC(C)(C)C)=O)O)N2S(NC(C2)=O)(=O)=O tert-butyl [(3S)-5-fluoro-7-hydroxy-6-(1,1,4-trioxo-1λ6,2,5-thiadiazolidin-2-yl)-3,4-dihydro-2H-1-benzopyran-3-yl]carbamate